CC(C(C)C)C1CC=C(CC1)C(C=O)C [4-(1,2-dimethylpropyl)-1-cyclohexen-1-yl]propanal